2-[4-[(E)-2-[7-[(E)-2-(benzyloxy)-4-[bis(4-hydroxybutyl)amino]styryl]-2,3-dihydrothieno[3,4-b][1,4]dioxin-5-yl]vinyl]-3-cyano-5,5-dimethylfuran-2(5H)-ylidene]malononitrile C(C1=CC=CC=C1)OC1=C(/C=C/C=2SC(=C3C2OCCO3)/C=C/C3=C(C(OC3(C)C)=C(C#N)C#N)C#N)C=CC(=C1)N(CCCCO)CCCCO